Bis[diphenyl(2-hydroxyphenyl)phosphine] copper(I) tetrafluoroborate F[B-](F)(F)F.[Cu+].C1(=CC=CC=C1)P(C1=C(C=CC=C1)O)C1=CC=CC=C1.C1(=CC=CC=C1)P(C1=C(C=CC=C1)O)C1=CC=CC=C1